1-(bromomethyl)-3-chloro-5-fluorobenzene BrCC1=CC(=CC(=C1)F)Cl